3-fluoro-6,7-dihydro-5H-cyclopenta[b]pyridin-7-ol FC=1C=C2C(=NC1)C(CC2)O